5-hydroxymethylpseudouridine OCC1([C@H]2[C@H](O)[C@H](O)[C@@H](CO)O2)C=NC(=O)NC1=O